C(#N)C1=C[C@@]2([C@H](CCC=3C(=NC(=NC23)C2=CC=NC3=CC=CC=C23)OC(C)C)[C@H](C1=O)C)C (6aR,7R,10aS)-9-cyano-4-isopropoxy-7,10a-dimethyl-2-(quinolin-4-yl)-5,6a,7,10a-tetrahydrobenzo[H]quinazolin-8(6H)-one